BrC=1C=C2C(=NNC2=NC1)C1=CC=C(C=C1)OC 5-bromo-3-(4-methoxyphenyl)-1H-7-azaindazole